The molecule is an arsenate ion resulting from the removal of one proton from arsenic acid. It is a conjugate base of an arsenic acid. It is a conjugate acid of an arsenate(2-). O[As](=O)(O)[O-]